NC1=C2N=CN(C2=NC(=N1)Cl)C1CCC(CC1)C(=O)NC=1SC2=C(N1)C(=CC=C2)O 4-(6-amino-2-chloro-9H-purin-9-yl)-N-(4-hydroxy-1,3-benzothiazol-2-yl)cyclohexanecarboxamide